1-(9Z-octadecenoyl)-2-(9Z,12Z-heptadecadienoyl)-glycero-3-phosphoserine CCCCCCCC/C=C\CCCCCCCC(=O)OC[C@H](COP(=O)(O)OC[C@@H](C(=O)O)N)OC(=O)CCCCCCC/C=C\C/C=C\CCCC